6-Amino-3-((1S,4s)-4'-chloro-4-(4-methyl-1H-pyrazol-1-yl)-1',2'-dihydrospiro[cyclohexane-1,3'-pyrrolo[2,3-b]pyridin]-5'-yl)-2-fluoro-N,N-dimethylbenzamide NC1=CC=C(C(=C1C(=O)N(C)C)F)C=1C(=C2C(=NC1)NCC21CCC(CC1)N1N=CC(=C1)C)Cl